C(C)N1[C@@H](CCC1)CNC1=NN=C(C=2N1C=CC2)C2=C(C=C(C=C2F)C)O 2-[4-({[(2S)-1-ethylpyrrolidin-2-yl]methyl}amino)pyrrolo[1,2-d][1,2,4]triazin-1-yl]-3-fluoro-5-methylphenol